3-(3-((2-(5-((6,7-difluoro-4-methyl-1H-indol-5-yl)oxy)-2-fluorophenyl)-1H-imidazol-5-yl)methyl)-5-fluorophenyl)propanoic acid FC1=C(C(=C2C=CNC2=C1F)C)OC=1C=CC(=C(C1)C=1NC(=CN1)CC=1C=C(C=C(C1)F)CCC(=O)O)F